O3-benzyl O8-tert-butyl 1-formyl-3,8-diazabicyclo[3.2.1]octane-3,8-dicarboxylate C(=O)C12CN(CC(CC1)N2C(=O)OC(C)(C)C)C(=O)OCC2=CC=CC=C2